6-((dimethylamino)methyl)pyridin CN(C)CC1=CC=CC=N1